3-Fluorobenzyl ((S)-3-cyclohexyl-1-oxo-1-(((S)-1-oxo-3-((S)-2-oxopyrrolidin-3-yl)propan-2-yl)amino)propan-2-yl)carbamate C1(CCCCC1)C[C@@H](C(N[C@H](C=O)C[C@H]1C(NCC1)=O)=O)NC(OCC1=CC(=CC=C1)F)=O